Cl.N[C@@H](C(=O)OC)CC(C)C methyl (R)-2-amino-4-methylvalerate hydrochloride